trimethyl-4,13-dioxo-3,14-dioxa-5,12-diaza-hexadecane-1,16-diylbismethacrylate CC(C(C(=O)[O-])=C(CCOC(NCCCCCCNC(OCCC=C(C(=O)[O-])C)=O)=O)C)C